6-methyl-4-[(1-methylcyclopropyl)amino]-N-(1,3-oxazol-4-ylmethyl)furo[2,3-d]pyrimidine-5-carboxamide CC1=C(C2=C(N=CN=C2NC2(CC2)C)O1)C(=O)NCC=1N=COC1